C(C1=CC=CC=C1)(C1=CC=CC=C1)(C1=CC=CC=C1)C1(C(C(=C(C(=C1F)F)F)F)F)[B-](C1=C(C(=C(C(=C1F)F)F)F)F)(C1=C(C(=C(C(=C1F)F)F)F)F)C1=C(C(=C(C(=C1F)F)F)F)F TRITYLTETRAKIS(PENTAFLUOROPHENYL)BORATE